N-(5-(trans-3-(4-(trifluoromethyl)phenyl)cyclobutoxy)-1H-indol-3-yl)spiro[2.3]hexane-5-carboxamide FC(C1=CC=C(C=C1)[C@@H]1C[C@H](C1)OC=1C=C2C(=CNC2=CC1)NC(=O)C1CC2(CC2)C1)(F)F